C/C(/C=O)=C\C1=CC=CC=C1 (E)-2-methyl-3-phenylacrylaldehyde